5-benzyl-2-(4-chlorobenzyl)-1-ethyl-1,2,4,5,6,7-hexahydro-3H-pyrazolo[4,3-c]pyridin-3-one C(C1=CC=CC=C1)N1CC2=C(CC1)N(N(C2=O)CC2=CC=C(C=C2)Cl)CC